C(C)(C)(C)OC(=O)N1C(CCC=CC1C)NC(=O)OC(C)(C)C (tert-butoxycarbonylamino)-7-methyl-4,7-dihydro-2H-azepine-1-carboxylic acid tert-butyl ester